OC1=CC=C2CCC(N(C2=C1)C)=O 7-hydroxy-1-methyl-3,4-dihydroquinolin-2(1H)-one